nonyl 8-((8-((10-fluoro-2-hexyldecyl)oxy)-8-oxooctyl)(4-hydroxybutyl)amino)-2-methyloctanoate FCCCCCCCCC(COC(CCCCCCCN(CCCCCCC(C(=O)OCCCCCCCCC)C)CCCCO)=O)CCCCCC